4-[5-methyl-3-[4-(trifluoromethoxy)phenyl]pyrazol-1-yl]piperidine iron cobalt nickel copper ruthenium [Ru].[Cu].[Ni].[Co].[Fe].CC1=CC(=NN1C1CCNCC1)C1=CC=C(C=C1)OC(F)(F)F